1,3-bis(2-ethylhexyl)imidazolium acetate salt C(C)(=O)[O-].C(C)C(CN1C=[N+](C=C1)CC(CCCC)CC)CCCC